6-(2,2,2-trifluoroethoxy)pyridin-3-amine FC(COC1=CC=C(C=N1)N)(F)F